tert-butyl (S)-(1-cycloheptyl-2-((6-(3,5-dimethyl isoxazol-4-yl)pyridin-3-yl)amino)-2-oxoethyl)carbamate C1(CCCCCC1)[C@@H](C(=O)NC=1C=NC(=CC1)C=1C(=NOC1C)C)NC(OC(C)(C)C)=O